FC(C=1C=C(C=C(C1)F)C=1C(=NC(=NC1)NC=1C=NN(C1)C)NC=1C=C(C=CC1)NC(C=C)=O)F N-(3-((5-(3-(difluoromethyl)-5-fluorophenyl)-2-((1-methyl-1H-pyrazol-4-yl)amino)pyrimidin-4-yl)amino)phenyl)acrylamide